BrC=1C=CC(=C(C1)SC(N(C)C)=O)F N,N-Dimethylthiocarbamic acid S-(5-bromo-2-fluorophenyl) ester